C(C)C1=C(C2=CC=CC=C2C(=C1)OC1=CC=CC=C1)OC(C(=C)C)=O 2-ethyl-4-phenoxy-1-methacryloyloxynaphthalene